N1=C(N=CC(=C1)[C@@H]1[C@@H](C1)C=1C=C(C(=C(C1)N1C[C@H]([C@@H](C1)O)O)F)F)C1=NC=CC=N1 cis-(3R,4R)-1-(5-(2-([2,2'-bipyrimidin]-5-yl)cyclopropyl)-2,3-difluorophenyl)pyrrolidine-3,4-diol